1-(2-fluoro-5-methylphenyl)-3-(4-(pyridin-2-yl)phenyl)urea FC1=C(C=C(C=C1)C)NC(=O)NC1=CC=C(C=C1)C1=NC=CC=C1